6-(8-fluoro-2-methylimidazo[1,2-a]pyridin-6-yl)-N-methyl-N-[(3-exo)-8-methyl-8-azabicyclo[3.2.1]oct-3-yl][1,3]thiazolo[4,5-c]pyridin-2-amine FC=1C=2N(C=C(C1)C1=CC3=C(C=N1)N=C(S3)N(C3CC1CCC(C3)N1C)C)C=C(N2)C